1,4-dichloroperfluorobutane ClC(C(C(C(Cl)(F)F)(F)F)(F)F)(F)F